4-(3,4-difluoro-2-methoxyphenoxy)-N-(3-(S-methylamino-sulfinyl)phenyl)-6-(trifluoromethyl)pyridazine-3-carboxamide FC=1C(=C(OC2=C(N=NC(=C2)C(F)(F)F)C(=O)NC2=CC(=CC=C2)S(=O)NC)C=CC1F)OC